(1R,8S,Z)-Diethyl bicyclo[6.1.0]non-4-ene-9,9-dicarboxylate [C@H]12CC\C=C/CC[C@@H]2C1(C(=O)OCC)C(=O)OCC